4-(6-chloro-3-quinolylamino)-2-[2-methoxy-6-(4-methyl-1-piperazinyl)-3-pyridylamino]pyrimidine ClC=1C=C2C=C(C=NC2=CC1)NC1=NC(=NC=C1)NC=1C(=NC(=CC1)N1CCN(CC1)C)OC